tert-butyl (S)-(3-(5-chloro-2-methoxyphenyl)-5-hydroxypentyl)(methyl)carbamate ClC=1C=CC(=C(C1)[C@@H](CCN(C(OC(C)(C)C)=O)C)CCO)OC